C(C)(C)(C)NC(=O)NC=1C(=NC=CC1C1=C(C=CC(=C1)F)F)C1CCC(CC1)(F)F 1-(tert-butyl)-3-(2-(4,4-difluorocyclohexyl)-4-(2,5-difluorophenyl)pyridin-3-yl)urea